tert-butyl 4-(6-((5-chloro-2-fluorobenzyl)oxy)pyridin-2-yl)piperidine-1-carboxylate ClC=1C=CC(=C(COC2=CC=CC(=N2)C2CCN(CC2)C(=O)OC(C)(C)C)C1)F